BrC1=C(N(C(=C1)C(C(F)(F)F)(C(F)(F)F)F)C(C)C)N1N=CC(=C1)C=1C=CC(=C(C(=O)NC2(CC2)C#N)C1)Cl 5-[1-[3-bromo-1-isopropyl-5-[1,2,2,2-tetrafluoro-1-(trifluoromethyl)ethyl]pyrrol-2-yl]pyrazol-4-yl]-2-chloro-N-(1-cyanocyclopropyl)benzamide